nickel-manganese iron-chromium [Cr].[Fe].[Mn].[Ni]